methyl 4-[2-(2-cyano-1,1-dimethyl-ethyl)-6-fluoro-1-(4-fluorophenyl)-4-methoxy-indol-3-yl]benzoate C(#N)CC(C)(C)C=1N(C2=CC(=CC(=C2C1C1=CC=C(C(=O)OC)C=C1)OC)F)C1=CC=C(C=C1)F